potassium 5-(6-isobutyl-4-methylpyridin-3-yl)-2-(methoxycarbonyl)-4-oxo-4,5-dihydro-1-thia-3,5,8-triazaacenaphthylene-3-carboxylate C(C(C)C)C1=CC(=C(C=N1)N1C(N(C2=C(SC=3N=CC=C1C32)C(=O)OC)C(=O)[O-])=O)C.[K+]